2-[(E)-3-(5-trimethylstannyl-furan-2-yl)-allylidene]-malononitrile C[Sn](C1=CC=C(O1)/C=C/C=C(C#N)C#N)(C)C